C(C1=CC=CC=C1)NC(N(C1=CC=C(C=C1)C1=CN(C(C=C1)=O)C)[C@@H]1CC[C@H](CC1)NC1=NC=C(C(=N1)C=1SC(=CC1)C#N)C#N)=O 3-benzyl-1-(trans-4-((5-cyano-4-(5-cyano-2-thienyl)pyrimidin-2-yl)amino)cyclohexyl)-1-(4-(1-methyl-6-oxo-1,6-dihydropyridin-3-yl)phenyl)urea